NCC1=C(C=C(C=C1)C=1N=C2SC3=C(N2C1)C=CC(=C3)C(=O)NCCCN3CCCCC3)C(C)C 2-(4-(aminomethyl)-3-isopropylphenyl)-N-(3-(piperidin-1-yl)propyl)benzo[d]imidazo[2,1-b]thiazole-7-carboxamide